OC1=CC=C(C(=O)NCC(=O)O)C=C1 4-Hydroxybenzoyl-Glycin